O=C1NC(CCC1N1C(C2=CC=C(C(=C2C1=O)SCCCCCCCCN1CCOCC1)F)=O)=O 2-(2,6-dioxopiperidin-3-yl)-5-fluoro-4-((8-morpholinooctyl)thio)isoindoline-1,3-dione